C(#N)C1=NC=CC(=C1C(F)(F)F)NC=1C=C(C=CC1)NC(C1=CC=C(C=C1)NC1=CC=NC=C1)=O N-(3-(2-cyano-3-(trifluoromethyl)pyridin-4-ylamino)phenyl)-4-(pyridin-4-ylamino)benzamide